(tert-butyl)2-methyl-(R)-morpholine-2,4-dicarboxylic acid C(C)(C)(C)[C@H]1N(CCOC1(C(=O)O)C)C(=O)O